ClC1=C(C=CC(=C1)N1S(CCC1)(=O)=O)[C@@H]1COCCCN1C1=NC(=NC(=C1)C)N |r| (+/-)-4-[3-[2-chloro-4-(1,1-dioxo-1,2-thiazolidin-2-yl)phenyl]-1,4-oxazepan-4-yl]-6-methyl-pyrimidin-2-amine